4-amino-N-(1H-benzo[d]imidazol-1-yl)-N-(2-fluoro-4-(trifluoromethyl)benzyl)-1-methyl-1H-pyrazolo[4,3-c]quinoline-8-carboxamide NC1=NC=2C=CC(=CC2C2=C1C=NN2C)C(=O)N(CC2=C(C=C(C=C2)C(F)(F)F)F)N2C=NC1=C2C=CC=C1